COC(=O)C=1NC2=CC=C(C=C2C1)C1CC(OCC1)(C)C 5-(2,2-Dimethyl-tetrahydro-2H-pyran-4-yl)-1H-indole-2-carboxylic acid methyl ester